benzyl 3-(7-chloro-1,8-naphthyridin-2-yl)piperidine-1-carboxylate ClC1=CC=C2C=CC(=NC2=N1)C1CN(CCC1)C(=O)OCC1=CC=CC=C1